[Cl-].[Cl-].C1(C=CC=C1)[Zr+2]C1=C(C=CC=2C3=CC=CC=C3CC12)N(C)C cyclopentadienyl-(2-dimethylamino-fluorenyl)zirconium dichloride